ClC=1C(=C2C(=NC1C)CN(C2)C(=O)[C@H]2CN(CC2)C=2C=NC=C(C2)S(=O)(=O)C)C (3-chloro-2,4-dimethyl-5,7-dihydropyrrolo[3,4-b]pyridin-6-yl)-[(3R)-(5-methylsulfonyl-3-pyridyl)pyrrolidin-3-yl]methanone